2-(4-(3-(1-(5-chloropyrimidin-2-yl)piperidin-4-yl)propoxy)-2-fluorophenyl)-1-(3-((2S,3S,4R)-2,3,4,5-tetrahydroxypentyl)-3,6-diazabicyclo[3.1.1]heptan-6-yl)ethan-1-one ClC=1C=NC(=NC1)N1CCC(CC1)CCCOC1=CC(=C(C=C1)CC(=O)N1C2CN(CC1C2)C[C@@H]([C@@H]([C@@H](CO)O)O)O)F